tert-butyl (S)-4-(7-bromo-4-((3-methyl-4-((6-methylpyridin-3-yl)oxy)phenyl)amino)pyrido[3,2-d]pyrimidin-6-yl)-2-(hydroxymethyl)piperazine-1-carboxylate BrC1=CC=2N=CN=C(C2N=C1N1C[C@H](N(CC1)C(=O)OC(C)(C)C)CO)NC1=CC(=C(C=C1)OC=1C=NC(=CC1)C)C